CC1=CC2=CSCC2=C1 2-methyl-5-thiapentalene